OC(C)(C)C=1N(C=CN1)CC1=CC=C(C=C1)C1=C(SC(=C1C)CC(C)C)S(=O)(=O)N (4-((2-(2-hydroxy-propane-2-yl)-1H-imidazole-1-yl)methyl)phenyl)-5-isobutyl-4-methylthiophene-2-sulfonamide